5-(tert-butyl)-N-(2-methyl-4-(4,4,5,5-tetramethyl-1,3,2-dioxaborolan-2-yl)benzyl)-1,2,4-oxadiazole-3-carboxamide C(C)(C)(C)C1=NC(=NO1)C(=O)NCC1=C(C=C(C=C1)B1OC(C(O1)(C)C)(C)C)C